[C@H]12CN(C[C@H](CC1)N2)C2=NC(=NC1=C(C(=CC=C21)C2=NC=CC1=CC=CC(=C21)Cl)F)OC[C@H]2N(CCC2)C 4-((1R,5S)-3,8-diazabicyclo[3.2.1]octan-3-yl)-7-(8-chloroisoquinolin-1-yl)-8-fluoro-2-(((S)-1-methylpyrrolidin-2-yl)methoxy)quinazoline